C(C1CO1)OCC(OCC(CO)O)COCC1CO1 3-(bis(glycidoxymethyl)methoxy)-1,2-propanediol